ClC1=CC=C2C(=CN(C2=C1Cl)C=1C=NN(C1)CC(=O)O)C=1C=NN(C1)C1OCCCC1 2-[4-[6,7-Dichloro-3-(1-tetrahydropyran-2-ylpyrazol-4-yl)indol-1-yl]pyrazol-1-yl]acetic acid